3-{4,7-diazaspiro[2.5]oct-7-yl}cyclobutane-1-carboxylic acid ethyl ester C(C)OC(=O)C1CC(C1)N1CCNC2(CC2)C1